5'-adenosinic acid [C@@H]1([C@H](O)[C@H](O)[C@@H](C(O)C(=O)O)O1)N1C=NC=2C(N)=NC=NC12